ClC1=CC(=CC(=N1)C(=O)N1C(CCC1)C1=CC=CC=C1)C (6-chloro-4-methylpyridin-2-yl)(2-phenylpyrrolidin-1-yl)methanone